3-(Difluoromethyl)tetrahydro-1H-pyrrolizin FC(C1CCC2=CCCN12)F